1-(2-cyclopropyl-4-(1-(2,6-dichlorophenyl)azetidin-3-yl)benzyl)-3-methylazetidin-3-ol C1(CC1)C1=C(CN2CC(C2)(O)C)C=CC(=C1)C1CN(C1)C1=C(C=CC=C1Cl)Cl